C1(=CC=CC=C1)C(C)=CC(C)(C)C1=CC=CC=C1 2,4-diphenyl-4-methyl-2-pentene